CN1C(CN(C(C1)C1=CC=C(C=C1)[N+](=O)[O-])C)=O 1,4-dimethyl-5-(4-nitrophenyl)piperazin-2-one